NC1=NC=2C=C(C(=CC2C2=C1COC2)C(=O)N(C2CCC1=CC(=CC=C21)C(F)(F)F)CC=2N=CSC2)F 4-amino-7-fluoro-N-(thiazol-4-ylmethyl)-N-(5-(trifluoromethyl)-2,3-dihydro-1H-inden-1-yl)-1,3-dihydrofuro[3,4-c]quinolin-8-carboxamide